methyl-4-nonadecyl-N-octadecylanilinium [tetrakis(pentafluorophenyl)borate] FC1=C(C(=C(C(=C1[B-](C1=C(C(=C(C(=C1F)F)F)F)F)(C1=C(C(=C(C(=C1F)F)F)F)F)C1=C(C(=C(C(=C1F)F)F)F)F)F)F)F)F.C[NH+](C1=CC=C(C=C1)CCCCCCCCCCCCCCCCCCC)CCCCCCCCCCCCCCCCCC